3-ethynyl-6,6-dimethyl-11-oxo-8-(4-(pyrrolidin-1-yl)piperidin-1-yl)-6,11-dihydro-5H-benzo[b]carbazole-9-carbonitrile C(#C)C1=CC=C2C=3C(C4=C(C(C3NC2=C1)(C)C)C=C(C(=C4)C#N)N4CCC(CC4)N4CCCC4)=O